NC1=NC=NN2C1=C(N=C2[C@@H]2CC[C@H](OC2)CO)C2=C(C(=C(C=C2)OC2=CC=CC=C2)F)F ((2S,5S)-5-(4-amino-5-(2,3-difluoro-4-phenoxyphenyl)imidazo[5,1-f][1,2,4]triazin-7-yl)tetrahydro-2H-pyran-2-yl)methanol